C(C)(C)(C)OC(=O)N1C[C@H](NCC1)C(C)C (3R)-3-isopropylpiperazine-1-carboxylic acid tert-butyl ester